O1CCC12CCC(CC2)=O 1-oxaspiro[3.5]nonan-7-one